2-benzylvinylpiperidine (Benzyl (S,E)-2-(3-phenylprop-1-en-1-yl) piperidine-1-carboxylate) C(C1=CC=CC=C1)[C@]1(N(CCCC1)C(=O)O)\C=C\CC1=CC=CC=C1.C(C1=CC=CC=C1)C=CN1CCCCC1